methoxy-5-(oxazolidin-4-yl)-2H-indazole-7-carboxylic acid CON1N=C2C(=CC(=CC2=C1)C1NCOC1)C(=O)O